(S or R)-4-((6-(2-hydroxy-6-methyl-4-(trifluoromethyl)phenyl)-2H-pyrazolo[3,4-b]pyridin-2-yl)methyl)-1-isopropylpyrrolidin-2-one OC1=C(C(=CC(=C1)C(F)(F)F)C)C=1C=CC=2C(N1)=NN(C2)C[C@H]2CC(N(C2)C(C)C)=O |o1:22|